(6-diphenylphosphanyl-10H-phenoxazin-4-yl)-diphenyl-phosphane C1(=CC=CC=C1)P(C1=C2OC=3C(=CC=CC3NC2=CC=C1)P(C1=CC=CC=C1)C1=CC=CC=C1)C1=CC=CC=C1